CC(CC)C1CCCCC1 (1-methylpropyl)-cyclohexane